Methyl 2-(bromomethyl)-6-chloronicotinate BrCC1=C(C(=O)OC)C=CC(=N1)Cl